tert-Butyl 3-amino-4-methoxypyrrolidine-1-carboxylate NC1CN(CC1OC)C(=O)OC(C)(C)C